C(C)(C)(C)OC(=O)O[C@@H]1[C@H]([C@H](N(C1)C(=O)OC(C)(C)C)CC1=CC=C(C=C1)OC)OC(CC1C(C1)(F)F)=O tert-butyl (2R,3S,4S)-4-[(tert-butoxycarbonyl) oxy]-3-{[2-(2,2-difluorocyclopropyl)acetyl]oxy}-2-[(4-methoxyphenyl)methyl]pyrrolidine-1-carboxylate